3-(acryloyloxymethyl)-2,2-difluorooxetane C(C=C)(=O)OCC1C(OC1)(F)F